C(C)(C)C=1C=NN2C1N=C(C=C2O)C=2C=NC=CC2 3-isopropyl-5-(3-pyridyl)pyrazolo[1,5-a]Pyrimidine-7-ol